CN(C)C(C(C)O)N(C)C bis-(dimethyl-amino)-2-propanol